C(C)(C)C1=CC=C2N=C3C(C4=C(C(C3=NC2=C1)=O)N=CC=C4)=O 9-Isopropylpyrido[2,3-b]phenazin-5,12-dion